C(C1=CC=CC=C1)OC(\C(\C)=C\C(=O)OCC1=CC=CC=C1)=O mesaconic acid dibenzyl ester